butyl N-[(1S)-1-[2-[6-(difluoromethyl)pyrimidin-4-yl]-1,2,4-triazol-3-yl]ethyl]carbamate FC(C1=CC(=NC=N1)N1N=CN=C1[C@H](C)NC(OCCCC)=O)F